2-(4-methyl-4-phenylpiperidin-1-yl)aniline CC1(CCN(CC1)C1=C(N)C=CC=C1)C1=CC=CC=C1